C1(CCCCC1)CCNC(=O)NC1=CC=C(C=C1)C1=CC2=C(N(C(=N2)C)C2=CC=CC=C2)C=C1 1-(2-cyclohexylethyl)-3-(4-(2-methyl-1-phenyl-1H-benzoimidazol-5-yl)phenyl)urea